BrC=1C=CC(=C(C1)O)C1=NC2=NC(=NC=C2N1C)N[C@H]1CN(CCC1)C (R)-5-bromo-2-(7-methyl-2-((1-methylpiperidin-3-yl)amino)-7H-purin-8-yl)phenol